N-(5-((5-(Difluoromethyl)pyridin-2-yl)oxy)-2-methoxyphenyl)-1-methyl-5-oxopyrrolidine-2-carboxamide FC(C=1C=CC(=NC1)OC=1C=CC(=C(C1)NC(=O)C1N(C(CC1)=O)C)OC)F